tert-butyl (3R,4R)-4-({7-cyclopentyl-5-fluoropyrrolo[2,1-f][1,2,4]triazin-2-yl}amino)-3-hydroxypiperidine-1-carboxylate C1(CCCC1)C1=CC(=C2C=NC(=NN21)N[C@H]2[C@@H](CN(CC2)C(=O)OC(C)(C)C)O)F